Cl.CN(O)C dimethyl-hydroxyl-amine hydrochloride